C(C=C)C1(C(NC2=CC(=CC=C12)C(F)(F)F)=O)C1=C(C=CC(=C1)Cl)OC 3-allyl-3-(5-chloro-2-methoxyphenyl)-6-(trifluoromethyl)indolin-2-one